FC(C(=O)O)(F)F.N1CCC(=CC1)C1=CC=C(C=C1)NC(=O)C=1SC=C(C1)N1CCNCC1 4-piperazin-1-yl-thiophene-2-carboxylic acid [4-(1,2,3,6-tetrahydro-pyridin-4-yl)-phenyl]-amide trifluoroacetate